ClC1=CC(=C(C=C1)N1N=NC(=C1CN1NC=C(C=C1)N1CC2=CC=CC=C2C1)C)F 2-[[3-(4-Chloro-2-fluorophenyl)-5-methyltriazol-4-yl]methyl]-5-isoindolin-2-yl-pyridazin